(E)-N-(3-bromo-5-fluorophenyl)-N-cyclopropyl-6-fluoro-2-hydrazono-1,2-dihydroquinazolin-4-amine BrC=1C=C(C=C(C1)F)N(C1=N/C(/NC2=CC=C(C=C12)F)=N/N)C1CC1